BrC1=C(C=C(C(=O)OC)C=C1)S(NC1=C(C=CC(=C1)C(F)(F)F)C1=CC=CC=C1)(=O)=O methyl 4-bromo-3-(N-(4-(trifluoromethyl)-[1,1'-biphenyl]-2-yl)sulfamoyl)benzoate